COC1=CC=C(CN2CC(CC2=O)C(=O)O)C=C1 1-(4-methoxybenzyl)-5-oxopyrrolidine-3-carboxylic acid